5-methoxy-3-[1,2,3,6-tetrahydro-1-[2-[1-(isobutoxyphenyl)-1H-pyrazol-4-yl]ethyl]-4-pyridinyl]-1H-indole maleate C(\C=C/C(=O)O)(=O)O.COC=1C=C2C(=CNC2=CC1)C=1CCN(CC1)CCC=1C=NN(C1)C1=C(C=CC=C1)OCC(C)C